ClC1=NN2C(C(=N1)N1CC3=CC=CC=C3C1)=NC=C2[C@H]2[C@@H]([C@@H]([C@H](O2)COP(=O)(O)CP(O)(O)=O)O)O [({[(2R,3S,4R,5S)-5-[2-chloro-4-(1,3-dihydroisoindol-2-yl)imidazo[2,1-f][1,2,4]triazin-7-yl]-3,4-dihydroxyoxolan-2-yl]methoxy}(hydroxy)phosphoryl)methyl]phosphonic acid